6-(1-methyl-1-methylsulfonyl-ethyl)pyrazolo[1,5-a]pyridine CC(C)(S(=O)(=O)C)C=1C=CC=2N(C1)N=CC2